ClC=1C2=C(N=C(N1)SC)C(=NN2C)C 7-chloro-1,3-dimethyl-5-(methylthio)-1H-pyrazolo[4,3-d]pyrimidine